NC=1C=C(C=CC1)C1=NNN2C1=CN(CC2)C(=O)OC(C)(C)C tert-butyl 3-(3-aminophenyl)-6,7-dihydro-[1,2,3]triazolo[1,5-a]pyrazine-5(1H)-carboxylate